4-(4-((dimethylamino)methyl)-3,5-dimethoxyphenyl)-2-methyl-2,6-naphthyridin-1(2H)-one CN(C)CC1=C(C=C(C=C1OC)C1=CN(C(C2=CC=NC=C12)=O)C)OC